(4-(8-(3-Methylphenethyl)-2,6-dioxo-1-(prop-2-yn-1-yl)-1,2,6,7-tetrahydro-3H-purin-3-yl)butyl)phosphonic acid CC=1C=C(CCC2=NC=3N(C(N(C(C3N2)=O)CC#C)=O)CCCCP(O)(O)=O)C=CC1